BrC1=C(C(=C(C2=C1N=NS2)Br)F)F 4,7-dibromo-5,6-difluorobenzothiadiazole